N-(3-methoxybenzyl)-4-((2-(3-methoxybenzyloxy)ethoxy)methyl)-N-(quinolin-6-ylmethyl)thiazol-2-amine COC=1C=C(CN(C=2SC=C(N2)COCCOCC2=CC(=CC=C2)OC)CC=2C=C3C=CC=NC3=CC2)C=CC1